CC1=NN(C(N1C)=O)C1=NC(=NC=C1F)N1CCN(CC1)C(=O)N1N=CC[C@H]1C=1C=C(C#N)C=C(C1)F (S)-3-(1-(4-(4-(3,4-dimethyl-5-oxo-4,5-dihydro-1H-1,2,4-triazol-1-yl)-5-fluoropyrimidin-2-yl)piperazine-1-carbonyl)-4,5-dihydro-1H-pyrazol-5-yl)-5-fluorobenzonitrile